CC1(C2C(N(C(C12)=O)CC1=CC2=NC=CC(=C2S1)C1=C(C(=NC(=C1)C(F)(F)F)C)CC1CN(CCO1)C(=O)OC(C)(C)C)=O)C Tert-Butyl 2-((4-(2-((6,6-Dimethyl-2,4-Dioxo-3-Azabicyclo[3.1.0]Hexan-3-Yl)Methyl)Thieno[3,2-B]Pyridin-7-Yl)-2-Methyl-6-(Trifluoromethyl)Pyridin-3-Yl)Methyl)Morpholine-4-Carboxylate